2-(3-chloro-4-(6-(1-methylcyclopropoxy)-9-((4-methylpyridin-2-yl)methyl)-9H-purin-8-yl)phenoxy)-N-(2-hydroxyethyl)acetamide ClC=1C=C(OCC(=O)NCCO)C=CC1C=1N(C2=NC=NC(=C2N1)OC1(CC1)C)CC1=NC=CC(=C1)C